(2R,3S,4S,5S,6R)-2-((((4R,5S,6S)-4,5-dihydroxy-1,2-oxazinan-6-yl)methyl)thio)-6-(hydroxymethyl)tetrahydro-2H-pyran-3,4,5-triol O[C@@H]1CNO[C@@H]([C@H]1O)CS[C@H]1O[C@@H]([C@H]([C@@H]([C@@H]1O)O)O)CO